(4-(4-(bromomethyl)benzyl)piperazin-1-yl)(4-((5-chloro-4-(methylamino)pyrimidin-2-yl)amino)-3-methoxyphenyl)methanone BrCC1=CC=C(CN2CCN(CC2)C(=O)C2=CC(=C(C=C2)NC2=NC=C(C(=N2)NC)Cl)OC)C=C1